O=C(CC[C@H](N)C(=O)O)C 5-Oxo-Norleucin